FC1=C(C(=CC(=C1)SC1CN(C1)CCC)F)[C@H]1[C@@H](N(CC=2C3=C(C=CC12)NN=C3)C)CC(C)C (6S,7S)-6-(2,6-difluoro-4-((1-propyl)azetidin-3-ylthio)phenyl)-7-isobutyl-8-methyl-6,7,8,9-tetrahydro-3H-pyrazolo[3,4-H]isoquinoline